C(C)(C)(C)OC(C(=C)CS(=O)(=O)C1=CC=C(C)C=C1)=O 2-(toluene-4-sulfonylmethyl)acrylic acid tert-butyl ester